C(=CC)[C] propenyl-carbon